tert-Butyl 3-(5-bromo-2-methoxy-4-nitro-phenyl)-3-methyl-azetidine-1-carboxylate BrC=1C(=CC(=C(C1)C1(CN(C1)C(=O)OC(C)(C)C)C)OC)[N+](=O)[O-]